COCCOC1=CN=C(N=C1)[N-]S(=O)(=O)C2=CC=CC=C2 The molecule is an organic nitrogen anion resulting from the deprotonation of the sulfonamide nitrogen of glymidine. It is the major microspecies at pH 7.3. It is a conjugate base of a glymidine.